ethyl-ammonium tetrafluoroborate F[B-](F)(F)F.C(C)[NH3+]